15-hydroxypentadecyl palmitoleate C(CCCCCCC\C=C/CCCCCC)(=O)OCCCCCCCCCCCCCCCO